FC1=CC=C(C=C1)C=1C(=C(C=NC1C)C(=O)NC1=CC=C(C=C1)OC1=CC=NC2=CN=CC=C12)O 5-(4-fluorophenyl)-4-hydroxy-6-methyl-N-[4-(1,7-naphthyridin-4-yloxy)phenyl]pyridine-3-carboxamide